FC=1C=C2N=C3C(=NC2=C(C1)[C@@H](C)N)OCCC3=CC=3C=NN(C3)C (R)-1-(7-fluoro-4-((1-methyl-1H-pyrazol-4-yl)methylene)-3,4-dihydro-2H-pyrano[2,3-b]quinoxalin-9-yl)ethan-1-amine